ethyl-4-chloro-2-(methylthio)pyrimidine C(C)C=1C(=NC(=NC1)SC)Cl